ClC1=CC=2C(=NC=CN2)C(=N1)NC1CC2CCC(C1)N2C(=O)[O-] (3-Exo)-3-((7-chloropyrido[3,4-b]pyrazin-5-yl) amino)-8-azabicyclo[3.2.1]octane-8-carboxylate